[2H]C1(CCN(C1([2H])C2=CN=CC=C2)C)[2H] (+/-)-nicotine-3'-d3